CN(C1=CC=C(C(=O)P(C2=CC=CC=C2)(C2=CC=CC=C2)=O)C=C1)C (4-(dimethylamino)benzoyl)diphenylphosphine oxide